2-FORMYL-5-HYDROXYBENZONITRILE C(=O)C1=C(C#N)C=C(C=C1)O